(S)-7-((5-(2-(1-(dimethylamino)-cyclopropyl)morpholino)pyridin-2-yl)amino)-4-(7-fluoroimidazo[1,2-a]pyridin-3-yl)isoindolin-1-one CN(C1(CC1)[C@H]1OCCN(C1)C=1C=CC(=NC1)NC=1C=CC(=C2CNC(C12)=O)C1=CN=C2N1C=CC(=C2)F)C